t-Butyl 4-methyl piperidine-1,4-dicarboxylate N1(CCC(CC1)C(=O)OC)C(=O)OC(C)(C)C